5-chloro-3-(ethylsulfanyl)-2-(1-methyl-1H-imidazol-2-yl)pyridine ClC=1C=C(C(=NC1)C=1N(C=CN1)C)SCC